N1(C2=C(OCCC1)N=C1C(=C2)C=CN1)C1=C(C(=O)NS(=O)(=O)C2=CC(=C(C=C2)NCC2CC(C2)OC)[N+](=O)[O-])C=CC=C1 2-(3,4-dihydro-2H-pyrrolo[3',2':5,6]pyrido[2,3-b][1,4]oxazepin-1(7H)-yl)-N-((4-((((1r,3r)-3-methoxycyclobutyl)methyl)amino)-3-nitrophenyl)sulfonyl)benzamide